BrC1=CC(=C2C(CCO2)=C1C(=O)OC)C1=C(C=C(C=C1)OC(F)(F)F)F Methyl 5-bromo-7-(2-fluoro-4-(trifluoromethoxy)phenyl)-2,3-dihydrobenzofuran-4-carboxylate